2-(4-((2-(3-fluoropyrrolidine-1-yl)-6-methoxy-7-(4-(pyrrolidine-1-yl)but-1-yn-1-yl)quinazolin-4-yl)amino)piperidine-1-yl)ethanol FC1CN(CC1)C1=NC2=CC(=C(C=C2C(=N1)NC1CCN(CC1)CCO)OC)C#CCCN1CCCC1